[Sm].[Pm].[Pr] Praseodymium Promethium Samarium